C1=CC=NC2=C1[C@H]1[C@H](C[C@]3(CCCN13)C(=O)OC(C)(C)C)CO2 tert-butyl (6aS,7aR,11aR)-6a,9,10,11a-tetrahydro-6H,7H-pyrido[3',2':5,6]pyrano[3,4-b]pyrrolizine-7a(8H)-carboxylate